N=1ON=C2C=CC3=C(N=CN3)C21 FURAZANOBENZIMIDAZOLE